perfluoro-1,3-dioxetane FC1(OC(O1)(F)F)F